2-(1-(4-chlorobenzoyl)-5-methoxy-2-methyl-1H-indol-3-yl)ethyl acetate C(C)(=O)OCCC1=C(N(C2=CC=C(C=C12)OC)C(C1=CC=C(C=C1)Cl)=O)C